C(C)(C)NC(N)=S 3-isopropyl-thiourea